2-(chloromethyl)imidazo[1,2-a]pyridine-6-carbaldehyde ClCC=1N=C2N(C=C(C=C2)C=O)C1